tert-butyl 4-methyl-1-oxa-6-azaspiro[2.5]octane-6-carboxylate CC1C2(CO2)CCN(C1)C(=O)OC(C)(C)C